C(C)(C)C1=C(NC2=CC=C(C=C12)CCN1CCCCC1)C=1C=C(C=2N(C1)N=CN2)OC 6-(3-isopropyl-5-(2-(piperidin-1-yl)ethyl)-1H-indol-2-yl)-8-methoxy-[1,2,4]triazolo[1,5-a]pyridine